(±)-(4R)-2-(undecan-2-yl)thiazolidine-4-carboxylic acid CC(CCCCCCCCC)C1SC[C@H](N1)C(=O)O